tert-butyl ((cis)-4-(hydroxymethyl)cyclohexyl)carbamate OC[C@H]1CC[C@H](CC1)NC(OC(C)(C)C)=O